8-(((3s,5r)-5-hydroxytetrahydro-2H-pyran-3-yl)amino)-2-methyl-5-(4-(trifluoromethyl)phenyl)-2,7-naphthyridin-1(2H)-one O[C@@H]1C[C@@H](COC1)NC=1N=CC(=C2C=CN(C(C12)=O)C)C1=CC=C(C=C1)C(F)(F)F